C(C)OC(=O)C1CCC(CC1)N1N=C(C(=C1)NC(=O)C=1N=C(OC1)C1=CC(=NC=C1)N(CC1CC1)C(=O)OC(C)(C)C)C(F)F (1r,4r)-ethyl-4-(4-(2-(2-((tert-butoxycarbonyl)(cyclopropylmethyl)amino)pyridin-4-yl)oxazole-4-carboxamido)-3-(difluoromethyl)-1H-pyrazol-1-yl)cyclohexanecarboxylate